4-(aminomethyl)-3-fluoro-N-(4-(4-(trifluoromethyl)piperidin-1-yl)phenyl)aniline NCC1=C(C=C(NC2=CC=C(C=C2)N2CCC(CC2)C(F)(F)F)C=C1)F